(R)-4-(7-(3,5-Dimethyl-4H-1,2,4-triazol-4-yl)-2-(1H-pyrrolo[2,3-b]pyridine-4-yl)thieno[3,2-d]pyrimidin-4-yl)-3-methylmorpholine CC1=NN=C(N1C1=CSC2=C1N=C(N=C2N2[C@@H](COCC2)C)C2=C1C(=NC=C2)NC=C1)C